ClCC1=NC2=C(N1C[C@H]1OCC1)C=C(C=C2)C#CC(=O)OC methyl (S)-3-(2-(chloromethyl)-1-(oxetan-2-ylmethyl)-1H-benzo[d]imidazol-6-yl)propiolate